N1-(4b-hydroxy-7-isopropyl-10-oxo-4b,10-dihydro-9bH-indeno[1,2-b]benzofuran-9b-yl)-N2-methyl-oxalamide OC12OC3=C(C1(C(C1=CC=CC=C12)=O)NC(C(=O)NC)=O)C=CC(=C3)C(C)C